C[Sn](C)(C)CC=1C=NC=CC1 3-((trimethylstannyl)methyl)pyridine